glycerol (2-ethyl caprate) C(C)C(C(=O)OCC(O)CO)CCCCCCCC